(2S,5R)-2-(N-(2-(4-methylpiperazin-1-yl) acetyl) carbamimidoyl)-7-oxo-1,6-diazabicyclo[3.2.1]octan-6-yl hydrogen sulfate S(=O)(=O)(ON1[C@@H]2CC[C@H](N(C1=O)C2)C(NC(CN2CCN(CC2)C)=O)=N)O